C(C)C=1C=NC(=NC1)NNC(C1=C(C=C(C=C1)/C(=C/C(C(F)(F)F)C1=CC(=C(C(=C1)Cl)Cl)Cl)/F)C(F)(F)F)=O (Z)-N'-(5-ethylpyrimidin-2-yl)-4-(1,4,4,4-tetrafluoro-3-(3,4,5-trichlorophenyl)but-1-en-1-yl)-2-(trifluoromethyl)benzoyl-hydrazine